O=C1C=CC=CC=C1O tropolone